tert-butyl 2-((3-(4-(1,1-difluorobutyl)phenyl)-1,2,4-oxadiazol-5-yl)methyl)acrylate FC(CCC)(F)C1=CC=C(C=C1)C1=NOC(=N1)CC(C(=O)OC(C)(C)C)=C